4-bromo-1-hydroxyisoquinoline-3-carboxylic acid methyl ester COC(=O)C=1N=C(C2=CC=CC=C2C1Br)O